tert-butyl-3-((cyclohexylmethyl)(3-(4-(4-fluoro-2-methoxyphenyl)piperazine-1-sulfonamido)propyl)amino)propylcarbamate C(C)(C)(C)OC(NCCCN(CCCNS(=O)(=O)N1CCN(CC1)C1=C(C=C(C=C1)F)OC)CC1CCCCC1)=O